(R)-N-((S)-1-(4-fluorophenyl)but-3-en-1-yl)-2-methylpropane-2-sulfinamide FC1=CC=C(C=C1)[C@H](CC=C)N[S@](=O)C(C)(C)C